2-oxo-N-(1H-pyrazolo[4,3-c]pyridin-7-yl)-2-[(2R,5S)-2-[2-[2-(dimethylamino)ethyl]indazol-6-yl]-5-methyl-1-piperidyl]acetamide O=C(C(=O)NC=1C2=C(C=NC1)C=NN2)N2[C@H](CC[C@@H](C2)C)C=2C=CC1=CN(N=C1C2)CCN(C)C